Pyridin-3-ylmethyl (S)-3-cyclopropyl-2-(2-((S)-1-(2,3-difluorobenzyl)-5-oxopyrrolidin-2-yl)acetamido)propanoate C1(CC1)C[C@@H](C(=O)OCC=1C=NC=CC1)NC(C[C@H]1N(C(CC1)=O)CC1=C(C(=CC=C1)F)F)=O